Cl.C(C)N1N=CC=2C1=NC(=NC2N)SC 1-ethyl-6-(methylthio)-1H-pyrazolo[3,4-d]pyrimidin-4-amine hydrochloride